C(C)C=1C=NN2C1N=C(C=C2NCC=2C=CC(=NC2)CCOCCOCCN(C/C=C/C(=O)OC)C)N2[C@@H](CCCC2)CCO (S,E)-methyl 4-((2-(2-(2-(5-(((3-ethyl-5-(2-(2-hydroxyethyl)piperidin-1-yl)pyrazolo[1,5-a]pyrimidin-7-yl)amino)methyl)pyridin-2-yl)ethoxy)ethoxy)ethyl)(methyl)amino)but-2-enoate